1,2-diacetoxycyclohexane C(C)(=O)OC1C(CCCC1)OC(C)=O